5-(5-((3,6-difluoro-4-oxo-4,5-dihydropyrazolo[1,5-a]quinoxalin-7-yl)methyl)-5,6-dihydro-4H-thieno[2,3-c]pyrrol-2-yl)-N-methylpicolinamide FC=1C=NN2C1C(NC1=C(C(=CC=C21)CN2CC1=C(C2)C=C(S1)C=1C=CC(=NC1)C(=O)NC)F)=O